C[C@H](CS)C(=O)N1C[C@H](C[C@H]1C(=O)O)SC2=CC=CC=C2.C(C[C@@H](C(=O)O)N)CN=C(N)N The molecule is an organoammonium salt obtained by combining zofenoprilat with one molar equivalent of L-arginine. It has a role as an anticonvulsant, an apoptosis inhibitor, a cardioprotective agent, an EC 3.4.15.1 (peptidyl-dipeptidase A) inhibitor and a vasodilator agent. It contains a L-argininium(1+) and a zofenoprilat(1-).